C1(CCCCC1)C1(CC1)OC(CC(C(=O)OCC(=O)O)=C)=O ((4-(1-cyclohexylcyclopropoxy)-2-methylene-4-oxobutanoyl)oxy)acetic acid